NC1CCN(CC1)C1=C(C(=NC=C1C1=CC(=CC(=C1)C)F)N)C1=NC2=C(N1)C=CC(=C2)OC 4-(4-aminopiperidin-1-yl)-5-(3-fluoro-5-methylphenyl)-3-(5-methoxy-1H-1,3-benzodiazol-2-yl)pyridin-2-amine